OC(CCCCCCCCCCCC(=O)O)CCC(CC=CCCC)O 13,16-Dihydroxy-docos-18-enoic acid